5-chloro-N-(2-(4,4-difluoropiperidin-1-yl)-6-methylpyrimidin-4-yl)-7-(6-azaspiro[2.5]Octan-6-yl)imidazo[1,2-a]pyridine-8-carboxamide ClC1=CC(=C(C=2N1C=CN2)C(=O)NC2=NC(=NC(=C2)C)N2CCC(CC2)(F)F)N2CCC1(CC1)CC2